BrC1=CC(=NC=C1)N(C(=O)[C@@H]1CC[C@H](CC1)O[Si](C)(C)C(C)(C)C)C[C@@H]1CC[C@H](CC1)C1=CC(=C(C=C1)OC)C trans-N-(4-Bromopyridin-2-yl)-4-((tert-butyldimethylsilyl)oxy)-N-((trans-4-(4-methoxy-3-methylphenyl)cyclohexyl)methyl)cyclohexanecarboxamide